C1(CC1)CN1C(C2=C(CC1)C(=NN2C=2C=NN(C2)CC2CC2)C(=O)O)=O 6-Cyclopropylmethyl-1-(1-cyclopropylmethyl-1H-pyrazol-4-yl)-7-oxo-4,5,6,7-tetrahydro-1H-pyrazolo[3,4-c]pyridine-3-carboxylic acid